2-[3-[4-AMINO-3-(2-FLUORO-4-PHENOXY-PHENYL)PYRAZOLO[3,4-D]PYRIMIDIN-1-YL]PIPERIDINE-1-CARBONYL]-4-METHYL-4-[4-(OXETAN-3-YL)PIPERAZIN-1-YL]PENT-2-ENENITRILE NC1=C2C(=NC=N1)N(N=C2C2=C(C=C(C=C2)OC2=CC=CC=C2)F)C2CN(CCC2)C(=O)C(C#N)=CC(C)(N2CCN(CC2)C2COC2)C